CN([C@@H](CO)C(=O)O)CC1=CC(=C(C(=C1)OC)OC)OC methyl-(3,4,5-trimethoxybenzyl)-L-serine